BrC1=NC2=C(C=CN=C2C=C1OC)Cl 2-bromo-8-chloro-3-methoxy-1,5-naphthyridine